C(CCCCCCCCCCCCCCCCC)(=O)O.C12(C(CCC(C1(C)C)C2)C)C21C(CCC(C2(C)C)C1)(C)C12C(CCC(C1(C)C)C2)C terpinyl stearate